CS(=O)(C)=NC1=CC(=NC=N1)N1N=C(N=C1[C@H](C)NC(=O)C1=CC2=C(OC(O2)(F)F)C=C1)C (S)-N-(1-(1-(6-((dimethyl(oxo)-λ6-sulfaneylidene)amino)pyrimidin-4-yl)-3-methyl-1H-1,2,4-triazol-5-yl)ethyl)-2,2-difluorobenzo[d][1,3]dioxole-5-carboxamide